CC1(N(CCC2=CC(=CC=C12)NC=1N=CC=2C(N(COC2N1)C1=C(C=C(C=C1Cl)Cl)Cl)=O)C(=O)OC(C)(C)C)C tert-butyl 1,1-dimethyl-6-((4-oxo-3-(2,4,6-trichlorophenyl)-3,4-dihydro-2H-pyrimido[5,4-e][1,3]oxazin-7-yl)amino)-3,4-dihydroisoquinoline-2(1H)-carboxylate